FC(C1=NN(C(=C1)C(=O)N1[C@H](C2=C(CC1)NC=N2)C2=NN1C(C(=CC=C1)C(F)F)=C2)C)F (R)-(3-(difluoromethyl)-1-methyl-1H-pyrazol-5-yl)(4-(4-(difluoromethyl)pyrazolo[1,5-a]pyridin-2-yl)-6,7-dihydro-1H-imidazo[4,5-c]pyridin-5(4H)-yl)methanone